2-hydroxy-4-(N-isobutyl-4-(p-tolyloxy)phenylsulfonamido)benzoic acid OC1=C(C(=O)O)C=CC(=C1)N(S(=O)(=O)C1=CC=C(C=C1)OC1=CC=C(C=C1)C)CC(C)C